FC=1C=C(C=CC1OC)C1=CC(=CC=2CNS(OC21)(=O)=O)F 8-(3-fluoro-4-methoxyphenyl)-6-fluoro-3,4-dihydrobenzo[e][1,2,3]oxathiazine 2,2-Dioxide